[C@@H]1([C@H](O)[C@H](O)[C@@H](COP(=O)(O)O)O1)N1C=NC=2C(O)=NC=NC12.[Na] sodium inosinic acid